N-(4-amino-1H-pyrazolo[4,3-c]pyridin-7-yl)-N'-benzyl-N'-(2-pyridylmethyl)oxamide Hydrogen chloride Cl.NC1=NC=C(C2=C1C=NN2)NC(=O)C(=O)N(CC2=NC=CC=C2)CC2=CC=CC=C2